(R)-3-((3-(5-Bromo-8-methyl-1,7-naphthyridin-2-yl)phenyl)ethynyl)-3-hydroxy-1-methylpyrrolidin-2-one BrC1=C2C=CC(=NC2=C(N=C1)C)C=1C=C(C=CC1)C#C[C@]1(C(N(CC1)C)=O)O